N1CCC(CC1)OC1=CC=CC=N1 6-(piperidin-4-yloxy)pyridine